3-((3,5-difluorophenyl)amino)-5-bromo-benzo[d]isothiazole 1,1-dioxide FC=1C=C(C=C(C1)F)NC1=NS(C2=C1C=C(C=C2)Br)(=O)=O